N-(N-(tert-butoxycarbonyl)-N-methylglycinyl)-N-methyl-L-valine methyl ester COC([C@@H](N(C)C(CN(C)C(=O)OC(C)(C)C)=O)C(C)C)=O